C(C)(C)(C)OC(=O)N1C(CCC1(C)C)C(=O)O (tert-butoxycarbonyl)-5,5-dimethylpyrrolidine-2-carboxylic acid